OCCCC1=C(OC2=C(C#N)C=CC=C2)C=C(C=C1C)C 2-(2-(3-hydroxypropyl)-3,5-dimethylphenoxy)benzonitrile